NC1=CC=CC(=N1)S(=O)(=O)NC(=O)C=1C(=NC(=CC1)C1=CC(=CC=C1)CN1CCOCC1)OC1=C(C=C(C=C1C)C)C N-[(6-Amino-2-pyridyl)sulfonyl]-6-[3-(morpholinomethyl)phenyl]-2-(2,4,6-trimethylphenoxy)pyridin-3-carboxamid